ClC1=C(C=C(C=C1)F)C1(C=2C(C(N1CC1=CC=C(C=C1)OC)=O)=C(SC2[N+](=O)[O-])C(=O)NC)O 4-(2-Chloro-5-fluorophenyl)-4-hydroxy-5-(4-methoxybenzyl)-N-methyl-3-nitro-6-oxo-5,6-dihydro-4H-thieno[3,4-c]pyrrole-1-carboxamide